N-(3-{2-cyano-1-[4-(7H-pyrrolo[2,3-d]pyrimidin-4-yl)-1H-pyrazol-1-yl]ethyl}phenyl)-3-(trifluoromethyl)benzamide C(#N)CC(N1N=CC(=C1)C=1C2=C(N=CN1)NC=C2)C=2C=C(C=CC2)NC(C2=CC(=CC=C2)C(F)(F)F)=O